Tert-Butyl (1-(2-(2-((4-(trifluoromethyl)phenyl)amino)benzoyl)hydrazinecarbonyl)cyclopropyl)carbamate FC(C1=CC=C(C=C1)NC1=C(C(=O)NNC(=O)C2(CC2)NC(OC(C)(C)C)=O)C=CC=C1)(F)F